2-[4-(2,6-difluorobenzenesulfonyl)-1-piperazinyl]Thiazole-5-carboxylic acid methyl ester COC(=O)C1=CN=C(S1)N1CCN(CC1)S(=O)(=O)C1=C(C=CC=C1F)F